N[C@@H]1C2=CC=CC=C2CC12CCN(CC2)C=2N=CC(=NC2CO)C#CCN2CCC1=CC(=CC=C21)C(=O)N (S)-1-(3-(5-(1-amino-1,3-dihydrospiro[indene-2,4'-piperidin]-1'-yl)-6-(hydroxymethyl)pyrazin-2-yl)prop-2-yn-1-yl)indoline-5-carboxamide